CN(C)CC1CN(CCO1)C(=O)C=1C(=CC2=C(N=C(S2)CNC(=O)C2(CC3=CC=CC=C3C2)CC(=O)O)C1)OC 2-[2-[[5-[2-[(dimethylamino)methyl]morpholine-4-carbonyl]-6-methoxy-1,3-benzothiazol-2-yl]methylcarbamoyl]indan-2-yl]acetic Acid